C(C1=CC=CC=C1)O[C@@H]1[C@H]([C@H]([C@H](OC12NC(CCC2)=O)CO)O)N2N=NC(=C2)C2=CC(=C(C(=C2)F)F)F (2r,3r,4s,5r)-5-(benzyloxy)-3-hydroxy-2-(hydroxymethyl)-4-(4-(3,4,5-trifluorophenyl)-1H-1,2,3-triazol-1-yl)-1-oxa-7-azaspiro[5.5]undecan-8-one